ClC=1C(=NC(=NC1)NC1=C(C=C(C(=O)NC2=CC=C(C=C2)F)C=C1)OC)C=1C=NN(C1)C(C)C 4-((5-chloro-4-(1-isopropyl-1H-pyrazol-4-yl)pyrimidin-2-yl)amino)-N-(4-fluorophenyl)-3-methoxybenzamide